2-(benzofuran-3-yl)-8-bromo-3,6-dimethylquinazolin-4(3H)-one O1C=C(C2=C1C=CC=C2)C2=NC1=C(C=C(C=C1C(N2C)=O)C)Br